N-(2-oxo-2-(phenylamino)ethyl)acrylamide 2-methyl-1-propanesulfonate CC(CS(=O)(=O)O)C.O=C(CNC(C=C)=O)NC1=CC=CC=C1